NC1=NC=2C=NC(=CC2C2=C1COC2)C(=O)N([C@@H](C)C2=NC=C(C=C2)C(F)(F)F)C=2C=NN(C2)C 4-amino-N-(1-methyl-1H-pyrazol-4-yl)-N-((1S)-1-(5-(trifluoromethyl)-2-pyridinyl)ethyl)-1,3-dihydrofuro[3,4-c][1,7]naphthyridine-8-carboxamide